6-isopropyl-5-(8-methyl-[1,2,4]triazolo[1,5-a]pyridin-6-yl)-2-(1-((3-methyloxycyclobutan-3-yl)methyl)piperidin-4-yl)-4H-pyrrolo[2,3-d]thiazole C(C)(C)C1=C(NC=2N=C(SC21)C2CCN(CC2)CC2(CCC2)OC)C=2C=C(C=1N(C2)N=CN1)C